10-hydroxy-4,6,8-trimethylundecyl propyloxymethyl ether C(CC)OCOCCCC(CC(CC(CC(C)O)C)C)C